6-((6-(4-fluorophenyl)pyridin-3-yl)oxy)-2-methyl-3-nitropyridine FC1=CC=C(C=C1)C1=CC=C(C=N1)OC1=CC=C(C(=N1)C)[N+](=O)[O-]